3-chloro-4-(6-cyano-5-fluoropyridin-2-yl)-N-((1R,2S)-2-hydroxycyclopentyl)benzenesulfonamide ClC=1C=C(C=CC1C1=NC(=C(C=C1)F)C#N)S(=O)(=O)N[C@H]1[C@H](CCC1)O